COPPER MANGANESE ALUMINIUM-IRON [Fe].[Al].[Mn].[Cu]